BrC1=C(NCC[C@@]23CC(C[C@H]2[C@@H]2CC=C4C[C@H](CC[C@]4(C)[C@H]2CC3)O)=O)C=CC=C1 (2-bromoanilinomethyl)-16-oxo-androsta-5-en-3beta-ol